ClC1=CC=C(C=C1)C1(C(CCCC1)=O)[N+](=O)[O-] 2-(4-chlorophenyl)-2-nitrocyclohexanone